N-((S)-4,4-dimethyl-1-oxo-1-(((S)-3-oxo-1-((S)-2-oxopyrrolidin-3-yl)-4-(trifluoromethoxy)butan-2-yl)amino)pentan-2-yl)-2-(trifluoromethyl)thiazole-5-carboxamide CC(C[C@@H](C(N[C@@H](C[C@H]1C(NCC1)=O)C(COC(F)(F)F)=O)=O)NC(=O)C1=CN=C(S1)C(F)(F)F)(C)C